2-amino-3-phenylpropyl carbamate 2,4-dimethyl-benzoate salt CC1=C(C(=O)O)C=CC(=C1)C.C(N)(OCC(CC1=CC=CC=C1)N)=O